NC1=C(C(=NC(=C1F)C1=CC=C(C=2OCOC21)Cl)C(=O)OC)Cl methyl 4-amino-3-chloro-6-(7-chlorobenzo[d][1,3]dioxol-4-yl)-5-fluoropyridineformate